COC=1C=C(C=C(C1OC)OC)C=1OC2=CC=CC=C2C(C1)=O 2-(3,4,5-trimethoxyphenyl)-4H-chromene-4-one